5-fluoro-6-[(3-fluoro-6,7-dimethoxy-4-quinolyl)oxy]pyridin-3-amine FC=1C=C(C=NC1OC1=C(C=NC2=CC(=C(C=C12)OC)OC)F)N